acryl-1,2-dihydroxypropylamine C(=O)(C=C)NC(C(C)O)O